(S)-3-((((S)-1-amino-1-oxobutan-2-yl)amino)methyl)hexanoic acid NC([C@H](CC)NC[C@H](CC(=O)O)CCC)=O